azohexane CCCCCCN=NCCCCCC